O.FC=1C=C2C=3C=4C(CN5[C@@](C4NC3C1)(CCC5)C)=NNC2=O.O.O.FC=2C=C5C=1C=3C(CN4[C@@](C3NC1C2)(CCC4)C)=NNC5=O (R)-2-fluoro-10a-methyl-7,8,9,10,10a,11-hexahydro-5,6,7a,11-tetraazacyclohepta[def]cyclopenta[a]fluoren-4(5H)-one sesquihydrate